[As].[Si].[Fe] iron-silicon-arsenic